C(C(=C)C)(=O)OCC(OCC(C(F)(F)F)(F)F)=O 2-oxo-2-(2,2,3,3,3-pentafluoropropoxy)ethyl methacrylate